1-((2-chloro-4-((1-(3,4,5-trimethoxyphenyl)-1H-imidazol-4-yl)amino)thieno[2,3-d]pyrimidin-6-yl)methyl)piperidin-4-ol ClC=1N=C(C2=C(N1)SC(=C2)CN2CCC(CC2)O)NC=2N=CN(C2)C2=CC(=C(C(=C2)OC)OC)OC